5-chloro-N-(2-((2r,6s)-2,6-dimethylmorpholinyl)pyrimidin-4-yl)pyridazin-3-amine ClC=1C=C(N=NC1)NC1=NC(=NC=C1)N1C[C@H](O[C@H](C1)C)C